FC1=C(C=CC=C1)[C@H]([C@H]([C@@H]1NCCC1)CS(=O)(=O)O)C1=CC=CC=C1.Cl hydrochloric acid (1R,2R)-2-(2-fluorophenyl)-2-phenyl-1-((R)-pyrrolidin-2-yl)ethyl-methanesulfonate